2-(1-cyanocyclopropyl)-N-(3-fluoro-4-methyl-5-nitrophenyl)isonicotinamide C(#N)C1(CC1)C=1C=C(C(=O)NC2=CC(=C(C(=C2)[N+](=O)[O-])C)F)C=CN1